N-[3-(methylsulfanyl)propyl]histidinamide hydrochloride Cl.CSCCCNC([C@@H](N)CC1=CNC=N1)=O